((7aR,8R,10R,10aR)-10-(4-aminopyrrolo[2,1-f][1,2,4]triazin-7-yl)-10-cyano-4,4-dimethyl-2,6-dioxooctahydro-2H-furo[3,4-b][1,4]dioxonin-8-yl)methyl isopropyl carbonate C(OC[C@H]1O[C@@]([C@@H]2OC(CC(CC(O[C@@H]21)=O)(C)C)=O)(C#N)C2=CC=C1C(=NC=NN12)N)(OC(C)C)=O